3'-((tert-butoxycarbonyl)amino)-5'-methyl-[1,1'-biphenyl]-4-carboxylic acid methyl ester COC(=O)C1=CC=C(C=C1)C1=CC(=CC(=C1)C)NC(=O)OC(C)(C)C